6-bromo-2-fluoro-3-methoxy-N-(1-(naphthalen-1-yl)cyclopropyl)benzamide BrC1=CC=C(C(=C1C(=O)NC1(CC1)C1=CC=CC2=CC=CC=C12)F)OC